C(C)(C)C1=CC=C(C=C1)C=1N=C2N(C=CC=C2)C1CC(=O)N1CC2CNCC2C1 [2-(4-isopropylphenyl)imidazo[1,2-a]pyridin-3-yl]methyl-[hexahydropyrrolo[3,4-c]pyrrol-2(1H)-yl]methanone